C(C)(C)C1=C(NC2=CC=C(C=C12)C1CCN(CC1)C1COCC1)C=1C=C(C(N(C1)C)=O)C 5-(3-isopropyl-5-(1-(tetrahydrofuran-3-yl)piperidin-4-yl)-1H-indol-2-yl)-1,3-dimethylpyridin-2(1H)-one